ClC(C(Cl)(Cl)Cl)(Cl)Cl pentachloroethyl chloride